[Si](C1=CC=CC=C1)(C1=CC=CC=C1)(C(C)(C)C)OC1CN(CCC1C(=O)OCC)C(=O)OC(C)(C)C O1-tert-butyl O4-ethyl 3-[tert-butyl(diphenyl)silyl]oxypiperidine-1,4-dicarboxylate